4-fluoropicolinamide FC1=CC(=NC=C1)C(=O)N